C[C@H]1N([C@H](COC1)C)C(=O)N[C@@H](CCOC1CC(C1)CCC1=NC=2NCCCC2C=C1)C(=O)O N-((3R,5S)-3,5-dimethylmorpholine-4-carbonyl)-O-((1R,3R)-3-(2-(5,6,7,8-tetrahydro-1,8-naphthyridin-2-yl)ethyl)cyclobutyl)-L-homoserine